(R)-1-((5-fluoro-2-(2-methoxy-7-methylquinoxalin-5-yl)benzo[d]thiazol-6-yl)oxy)propan-2-yl (2-(2-hydroxyethyl)pyrimidin-5-yl)carbamate OCCC1=NC=C(C=N1)NC(O[C@@H](COC1=CC2=C(N=C(S2)C2=C3N=CC(=NC3=CC(=C2)C)OC)C=C1F)C)=O